4-(1-(1-(tert-Butoxycarbonyl)azetidin-3-yl)piperidin-4-yl)piperazine-1-carboxylic acid benzyl ester C(C1=CC=CC=C1)OC(=O)N1CCN(CC1)C1CCN(CC1)C1CN(C1)C(=O)OC(C)(C)C